COC=1N(C2=NC=NC(=C2N1)C=1C(=NC=CN1)NC=1C=C(C=CC1C)NC(C1=NC=CC(=C1)C(F)(F)F)=O)C1OCCCC1 N-(3-((3-(8-methoxy-9-(tetrahydro-2H-pyran-2-yl)-9H-purin-6-yl)pyrazin-2-yl)amino)-4-methylphenyl)-4-(trifluoromethyl)picolinamide